C(CCC)O.[Ti+4] titanium (IV) n-butanol